methyl 5-[4-(6-amino-3-pyridyl)-1-piperidyl]pyridine-2-carboxylate NC1=CC=C(C=N1)C1CCN(CC1)C=1C=CC(=NC1)C(=O)OC